[Ca+2].OC(C(=O)[O-])C(O)(C(=O)[O-])CC(=O)[O-].OC(C(=O)[O-])C(O)(C(=O)[O-])CC(=O)[O-].[Ca+2].[Ca+2] 2-hydroxycitric acid calcium salt